CC(C#C)(C)N1CC=C(C=C1)NC(CC1=C(C=CC(=C1)C(F)(F)F)O)=O N-(1,1-Dimethylprop-2-ynyl)-4-[[2-[2-hydroxy-5-(trifluoromethyl)phenyl]acetyl]amino]pyridin